(M)-3-(6-chloro-1-(4-methyl-2-(2-propanyl)-3-pyridinyl)-4-((2S)-2-methyl-4-(2-propenoyl)-1-piperazinyl)-2-oxo-1,2-dihydropyrido[2,3-d]pyrimidin-7-yl)-4-fluorobenzonitrile ClC1=CC2=C(N(C(N=C2N2[C@H](CN(CC2)C(C=C)=O)C)=O)C=2C(=NC=CC2C)C(C)C)N=C1C=1C=C(C#N)C=CC1F